(R)-N-(5-(difluoromethyl)-2-(methylsulfonyl)phenyl)-3-(3-fluoro-4-methylphenyl)-3-(1,2,4-thiadiazol-5-yl)pyrrolidine-1-carboxamide FC(C=1C=CC(=C(C1)NC(=O)N1C[C@](CC1)(C1=NC=NS1)C1=CC(=C(C=C1)C)F)S(=O)(=O)C)F